2-ethoxy-5-(4-methoxybenzoylamino)-N-(3-(thiazol-2-yl)benzyl)benzamide C(C)OC1=C(C(=O)NCC2=CC(=CC=C2)C=2SC=CN2)C=C(C=C1)NC(C1=CC=C(C=C1)OC)=O